2-methylcitric acid CC(C(=O)O)C(O)(C(=O)O)CC(=O)O